ClC=1C=CC(=NC1)[C@@]1(OC2=C(O1)C=CC=C2C2CCN(CC2)C(=O)OC(C)(C)C)C tert-butyl (S)-4-(2-(5-chloropyridin-2-yl)-2-methylbenzo[d][1,3]dioxol-4-yl)piperidine-1-carboxylate